7-benzyl-1-(3-hydroxypropyl)-3-methyl-8-(2-(trifluoromethyl)phenoxy)-1H-purine-2,6(3H,7H)-dione C(C1=CC=CC=C1)N1C(=NC=2N(C(N(C(C12)=O)CCCO)=O)C)OC1=C(C=CC=C1)C(F)(F)F